chloro-trifluoromethylpropene ClC(=CC)C(F)(F)F